(S)-2-methyl-4-(4-vinylphenyl)morpholine C[C@H]1CN(CCO1)C1=CC=C(C=C1)C=C